2-methyl-1-[4-(methylthio)phenyl]-2-morpholinopropane-1-on CC(C(=O)C1=CC=C(C=C1)SC)(C)N1CCOCC1